(3-(2-(2-Aminoethoxy)ethoxy)propionylamino)-N-(5-methylpyridin-2-yl)indoline-5-carboxamide NCCOCCOCCC(=O)NN1CCC2=CC(=CC=C12)C(=O)NC1=NC=C(C=C1)C